C(C(C)C)N1CCC(CC1)N1CC(C2=NC(=CC=C21)C)(C)C N-(1-isobutylpiperidin-4-yl)-3,3,5-trimethyl-2,3-dihydro-1H-pyrrolo[3,2-b]pyridine